5-fluoropyridine-3-carboxylic acid FC=1C=C(C=NC1)C(=O)O